2-trifluoromethylphenylacethydrazide FC(C1=C(C=CC=C1)CC(=O)NN)(F)F